2-azabicyclo[2.1.1]hexane-4-carboxylic acid C12NCC(C1)(C2)C(=O)O